C(C)(C)(C)C1=CC=C(C=N1)NCC#CC=1N(C2=CC=C(C=C2C1)CNC1CCN(CC1)S(=O)(=O)C)CC 6-Tert-butyl-N-[3-(1-ethyl-5-{[(1-methanesulfonylpiperidin-4-yl)amino]methyl}-1H-indol-2-yl)prop-2-yn-1-yl]pyridin-3-amine